tert-butyl-3-(9-(difluoromethyl)-6-(4-(trifluoromethoxy)phenyl)-9H-purin-2-yl)azetidine-1-carboxylate C(C)(C)(C)OC(=O)N1CC(C1)C1=NC(=C2N=CN(C2=N1)C(F)F)C1=CC=C(C=C1)OC(F)(F)F